BrCC1CN(C1)C(C(C)(C)C)=O 1-[3-(bromomethyl)azetidin-1-yl]-2,2-dimethylpropan-1-one